NC=1C(=CSC1N)C(=O)OC methyl 4,5-diamino-thiophene-3-carboxylate